methyl (Z)-2-[2-cyclopropyl-5-[3-(trifluoromethyl)pyrazol-1-yl]phenoxy]-3-methoxy-prop-2-enoate C1(CC1)C1=C(O\C(\C(=O)OC)=C/OC)C=C(C=C1)N1N=C(C=C1)C(F)(F)F